C(CC)C(C(=O)OC1C(OCC1)C#C)CCC 2-ethynyltetrahydrofuran-3-yl 2-propylpentanoate